2-[[4-[(E)-3-[3-(Difluoromethoxy)-4-methoxyphenyl]prop-2-enoyl]phenyl]sulfonylamino]acetic acid FC(OC=1C=C(C=CC1OC)/C=C/C(=O)C1=CC=C(C=C1)S(=O)(=O)NCC(=O)O)F